C(C)N([C@@H](CS)C(=O)O)C(C)=O ethyl-acetylcysteine